N=1C=NN2C1C=C(C=C2)OC2=C(C=C(C=C2)NC2=NC=NN1C2=C(C=C1)C1CC2(CNC2)C1)C N-(4-([1,2,4]triazolo[1,5-a]pyridin-7-yloxy)-3-methylphenyl)-5-(2-azaspiro[3.3]heptan-6-yl)pyrrolo[2,1-f][1,2,4]triazin-4-amine